ClC=1C(=CC(=NC1)NC(N[C@H]1C[C@H](CCC1)C(=O)NCCO)=O)C1=C2N(N=C1)CC(C2)(C)C (1S,3R)-3-(3-(5-chloro-4-(5,5-dimethyl-5,6-dihydro-4H-pyrrolo[1,2-b]pyrazol-3-yl)pyridin-2-yl)ureido)-N-(2-hydroxyethyl)cyclohexane-1-carboxamide